O1CC[C@@H](C2=CC=CC=C12)NC(=O)C=1C=C2CN(C(C2=CC1)=O)C1C(NC(CC1)=O)=O N-((S)-chroman-4-yl)-2-(2,6-dioxopiperidin-3-yl)-1-oxoisoindoline-5-carboxamide